ClC1=CC(=C(C=C1O)N1C(NC(=CC1=O)C(C)(F)F)=O)F 3-(4-chloro-2-fluoro-5-hydroxyphenyl)-6-(1,1-difluoroethyl)pyrimidine-2,4(1H,3H)-dione